N-(4-(5-(6-((3,3-difluorocyclobutyl)(methyl)amino)pyridin-2-yl)-1H-imidazol-2-yl)-3-(6-azaspiro[2.5]octan-6-yl)phenyl)methanesulfonamide FC1(CC(C1)N(C1=CC=CC(=N1)C1=CN=C(N1)C1=C(C=C(C=C1)NS(=O)(=O)C)N1CCC2(CC2)CC1)C)F